3-(4-(2,6-dimethoxybenzoyl)aminophenyl)propionic acid COC1=C(C(=O)NC2=CC=C(C=C2)CCC(=O)O)C(=CC=C1)OC